C(C)O[Si](CCCOCC1CO1)(C)OCC 3-[diethoxy(methyl) silyl]propyl-glycidyl ether